FC1=C(C(=CC=C1)F)C1=NC=2C(=CNC(C2C(=C1)NC1=NC=C(C=C1)N1CCC(CC1)O)=O)C 2-(2,6-difluorophenyl)-4-[[5-(4-hydroxy-1-piperidyl)-2-pyridyl]amino]-8-methyl-6H-1,6-naphthyridin-5-one